4-bromo-N-[6-({3-cyclopropyl-1-[(4-methoxyphenyl)methyl]-1H-pyrazol-5-yl}amino)-5-methoxy-1,2-benzoxazol-3-yl]-2,6-dimethoxybenzene-1-sulfonamide BrC1=CC(=C(C(=C1)OC)S(=O)(=O)NC1=NOC2=C1C=C(C(=C2)NC2=CC(=NN2CC2=CC=C(C=C2)OC)C2CC2)OC)OC